FC=1C(=CC(=C(C1)N1C(NC(CC1)=O)=O)OC)N1CCC2(OCCO2)CC1 1-(5-fluoro-2-methoxy-4-(1,4-dioxa-8-azaspiro[4.5]dec-8-yl)phenyl)dihydropyrimidine-2,4(1H,3H)-dione